N1[C@@H](CC1)C(=O)N1CCN(CC1)C(=O)C1=C(C=C(C=C1)NC=1C=2N(C=CN1)C(=CN2)C2=CC(=C(C=C2)OC)F)C [4-[(2S)-azetidine-2-carbonyl]piperazin-1-yl]-[4-[[3-(3-fluoro-4-methoxy-phenyl)imidazo[1,2-a]pyrazin-8-yl]amino]-2-methyl-phenyl]methanone